CC1(C2=C3C=CC(=[SiH]C3=CC2=CC=C1)OB(O)O)C (5,5-dimethyl-silafluorene-2-yl)boric acid